C[C@]12CC[C@H]3[C@H](C1=CC=C2)CCC4[C@@]3(CCCC4)C Androstadiene